5-bromo-2-(trifluoromethoxy)benzenesulfonyl chloride BrC=1C=CC(=C(C1)S(=O)(=O)Cl)OC(F)(F)F